2-amino-6-chloro-4-(trifluoromethyl)nicotinonitrile NC1=C(C#N)C(=CC(=N1)Cl)C(F)(F)F